1-tert-butyl 2-{4-oxo-1-[2-(propan-2-yloxy)ethyl]-2-sulfanylidene-1H,2H,3H,4H,5H-pyrrolo[3,2-d]pyrimidin-5-yl}methyl (2S)-5-oxopyrrolidine-1,2-dicarboxylate O=C1CC[C@H](N1C(=O)OC(C)(C)C)C(=O)OCN1C=CC=2N(C(NC(C21)=O)=S)CCOC(C)C